(2S,3R,4R)-2-((6-((3-bromobenzyl)amino)-9H-purin-9-yl)methyl)tetrahydrofuran-3,4-diol BrC=1C=C(CNC2=C3N=CN(C3=NC=N2)C[C@@H]2OC[C@H]([C@H]2O)O)C=CC1